C(C)(C)(C)N1N=C(C2=C1CNCC2)C(=O)N2CCC(CC2)C2=C(C=C(C=C2)F)C(F)(F)F tert-butyl-3-(4-(4-fluoro-2-(trifluoromethyl)phenyl)piperidine-1-carbonyl)-1,4,5,7-tetrahydro-6H-pyrazolo[3,4-c]pyridine